2-[2-[2-(tert-butoxycarbonylamino)ethoxy]ethoxy]ethyl 4-methylbenzenesulfonate CC1=CC=C(C=C1)S(=O)(=O)OCCOCCOCCNC(=O)OC(C)(C)C